ethyl 2-(5-bromo-1H-1,2,3-triazol-1-yl)acetate BrC1=CN=NN1CC(=O)OCC